C12CN(CC(CC1)O2)C2=CC(=C(C=N2)CNC(=O)C2=CC=NN2)N2CCCCC2 N-((6-(8-oxa-3-azabicyclo[3.2.1]oct-3-yl)-4-(piperidin-1-yl)pyridin-3-yl)methyl)-1H-pyrazole-5-carboxamide